2-methyl-1,3-benzoxazole-4-carbonitrile trifluoroacetate FC(C(=O)O)(F)F.CC=1OC=2C(N1)=C(C=CC2)C#N